(dimethylaminopropyl)-3-ethylcarbodiimide hydrochloride Cl.CN(C)CCCN=C=NCC